C(C)N1CC(CC1)O 1-ethylpyrrolidin-3-ol